C(CCC)N1CC2(C[C@@H]1C)C(NC1=C(O2)N=CC(=C1)C)=O 1'-(r-butyl)5'-methyl-(5'S)-7-methyl-2-oxo-1,2-dihydrospiro[pyrido[2,3-b][1,4]oxazine-3,3'-pyrrolidine]